O(C1=CC=CC=C1)C1=CC=C(C=C1)C1=C(C=2C(C(=N1)N1C[C@@H](CCC1)NC(C=C)=O)=NC(N2)=O)C(=O)N (R)-6-(4-phenoxyphenyl)-4-(3-acrylamidopiperidin-1-yl)-2-oxo-imidazo[4,5-c]pyridine-7-carboxamide